COC=1C(=C(C(=CC1)C)C1=CC2=C(N=C(N=C2)NC2=NC=CC=C2)N(C1=O)C)C 6-(3-methoxy-2,6-dimethylphenyl)-8-methyl-2-(pyridin-2-ylamino)pyrido[2,3-d]pyrimidin-7(8H)-one